[2-[2-(difluoromethoxy)-3-pyridyl]-5-(2-trimethylsilylethoxymethyl)pyrrolo[3,2-d]pyrimidin-7-yl]-[4-[1-isopropyl-4-(trifluoromethyl)imidazol-2-yl]phenyl]methanol FC(OC1=NC=CC=C1C=1N=CC2=C(N1)C(=CN2COCC[Si](C)(C)C)C(O)C2=CC=C(C=C2)C=2N(C=C(N2)C(F)(F)F)C(C)C)F